N1=CC=CC2=CC=CC(=C12)N1C(NC2=C(C1=O)C=CN=C2)=O 3-(QUINOLIN-8-YL)-1,4-DIHYDROPYRIDO[3,4-D]PYRIMIDIN-2,4-DION